2-(2-(4-(allyloxy)piperidin-1-yl)-4-bromophenyl)-5-(2-chloropyridin-4-yl)-1,3,4-oxadiazole C(C=C)OC1CCN(CC1)C1=C(C=CC(=C1)Br)C=1OC(=NN1)C1=CC(=NC=C1)Cl